ClC=1C(=NC(=NC1)N1C[C@@H](O[C@@H](C1)C)C)NC1=CC=2C3=C(C(N(C2C=C1)C)=O)C(OC[C@@H](N3)C3CC3)=O (S)-10-((5-chloro-2-((2S,6R)-2,6-dimethylmorpholino)pyrimidin-4-yl)amino)-2-cyclopropyl-7-methyl-2,3-dihydro-[1,4]oxazepino[6,5-c]quinoline-5,6(1H,7H)-dione